6-(6-(allyloxy)-2,3-dichlorophenyl)-3-(pyrrolidin-3-yl)-6,7-dihydro-5H-pyrrolo[2,1-c][1,2,4]triazole C(C=C)OC1=CC=C(C(=C1C1CC2=NN=C(N2C1)C1CNCC1)Cl)Cl